(R)-1-ethyl-4-fluoro-N'-(((S)-3-methyl-1,2,3,5,6,7-hexahydrodicyclopenta[b,e]pyridin-8-yl)carbamoyl)-1H-pyrazole-3-sulfonimidamide C(C)N1N=C(C(=C1)F)[S@@](=O)(N)=NC(NC1=C2C(=NC3=C1CCC3)[C@H](CC2)C)=O